N-methyl-1-(4-(6-(2-(4-(2-(trifluoromethyl)phenyl)pyridin-2-yl)acetamido)pyridazin-3-yl)butyl)-1H-1,2,3-triazole-4-carboxamide CNC(=O)C=1N=NN(C1)CCCCC=1N=NC(=CC1)NC(CC1=NC=CC(=C1)C1=C(C=CC=C1)C(F)(F)F)=O